3-iodo-4,5-dimethyl-benzene-1,2-diamine IC1=C(C(=CC(=C1C)C)N)N